N-(pentan-2-yl)cyclohexane-1,4-diamine CC(CCC)NC1CCC(CC1)N